C(C)N1C(=NC=C1)S(=O)(=O)NC=1C=C(C=C2C=CC=NC12)C 1-ethyl-N-(6-methylquinolin-8-yl)-1H-imidazole-2-sulfonamide